O=C1NC(CC[C@@H]1N1C(C2=CC=CC(=C2C1=O)NCC(=O)N1CCC(CC1)CC(=O)N1CCC(CC1)NC1=C2N=CN(C2=NC=N1)C1CC(C1)NC(C1=NC(=CC=C1)C)=O)=O)=O N-((1s,3s)-3-(6-((1-(2-(1-((2-(2,6-dioxopiperidin-3-yl)-1,3-dioxoisoindolin-4-yl)glycyl)piperidin-4-yl)acetyl)piperidin-4-yl)amino)-9H-purin-9-yl)cyclobutyl)-6-methylpicolinamide